Methyl 2-((4-fluoro-2-hydroxyphenyl)amino)-4-(trifluoromethyl)benzoate FC1=CC(=C(C=C1)NC1=C(C(=O)OC)C=CC(=C1)C(F)(F)F)O